C1=CC=CC=2C3=CC=CC=C3C(C12)COC(=O)N[C@@H](C(=O)O)C1=CC=CC=C1 N-[(9H-fluoren-9-ylmethoxy)carbonyl]-D-2-phenylglycine